ClC=1C=CC(=C(C1)N1CC(N(CC1=O)C(C(=O)NC=1C=C(C(=O)OC(C)(C)C)C=CC1)CC1=CC=CC=C1)=O)N1N=NN=C1 tert-butyl 3-(2-(4-(5-chloro-2-(1H-tetrazol-1-yl)phenyl)-2,5-dioxopiperazin-1-yl)-3-phenylpropanamido)benzoate